ethyl n-propionate CCC(=O)OCC